ClC1=NC=C(C2=C1CC(C2)C=O)OC 1-chloro-4-methoxy-6,7-dihydro-5H-cyclopenta[c]pyridine-6-carbaldehyde